2-(2-((2-(1-butyl-6,7-dihydro-1H-[1,4]dioxino[2',3':4,5]benzo[1,2-d]imidazol-2-yl)ethyl)amino)ethyl)-N-((3-fluoropyridin-2-yl)methyl)oxazole-4-carboxamide C(CCC)N1C(=NC2=C1C=C1C(=C2)OCCO1)CCNCCC=1OC=C(N1)C(=O)NCC1=NC=CC=C1F